C1NCCC12CCC(CC2)C2=CC(=C(C=C2)C=2C=1C(=C(SC1N1C(=NN=C1[C@@H](N2)C)C)C)C)Cl (9S)-7-[4-(2-azaspiro[4.5]decan-8-yl)-2-chloro-phenyl]-4,5,9,13-tetramethyl-3-thia-1,8,11,12-tetrazatricyclo[8.3.0.02,6]trideca-2(6),4,7,10,12-pentaene